4-[[3,3-Difluoro-3-(4-fluorophenyl)-propyl]sulfanyl]-N-(3-methyl-butyl)-pyrimidine-5-carboxylic acid amide FC(CCSC1=NC=NC=C1C(=O)NCCC(C)C)(C1=CC=C(C=C1)F)F